6-(6-trifluoromethyl-pyridin-2-yl)-1,3,5-triazine-2,4(1H,3H)-dione FC(C1=CC=CC(=N1)C1=NC(NC(N1)=O)=O)(F)F